((1-(5-aminopyridin-3-yl)azetidin-3-yl)oxy)-4-methyl-N-(5-(trifluoromethyl)pyridin-3-yl)benzamide NC=1C=C(C=NC1)N1CC(C1)OC1=C(C(=O)NC=2C=NC=C(C2)C(F)(F)F)C=CC(=C1)C